6-((1R,2R)-2-(4-(Difluoromethyl)-1H-pyrazol-1-yl)cyclobutyl)-4-oxo-1-((R)-1-(6-(trifluoromethyl)pyridin-3-yl)ethyl)-4,5-dihydro-1H-pyrazolo[3,4-d]pyrimidin-3-carbonitril FC(C=1C=NN(C1)[C@H]1[C@@H](CC1)C=1NC(C2=C(N1)N(N=C2C#N)[C@H](C)C=2C=NC(=CC2)C(F)(F)F)=O)F